C(C1=CC=CC=C1)OC(=O)N[C@H](C(=O)O)[C@@H](C)OC1CC(C1)(F)F (2S,3R)-2-(benzyloxycarbonylamino)-3-(3,3-difluorocyclobutoxy)butanoic acid